ClC=1C=C(NC2(CCC3(C(CC4=CC=CC=C34)C3=C(C=CC(=C3)OC)C)CC2)C(=O)O)C=CC1 (1r,4r)-4-(3-chloroanilino)-2'-(5-methoxy-2-methylphenyl)-2',3'-dihydrospiro[cyclohexane-1,1'-indene]-4-carboxylic acid